C(C)(=O)N1CCN(CC1)C1=NC=C(C=N1)C1=NN(C(=C1C)NC(=O)N[C@@H]1CN(C[C@H]1C1=CC(=CC=C1)F)CCOC)C1=CC=CC=C1 1-(3-(2-(4-acetylpiperazin-1-yl)pyrimidin-5-yl)-4-methyl-1-phenyl-1H-pyrazol-5-yl)-3-((3S,4R)-4-(3-fluorophenyl)-1-(2-methoxyethyl)pyrrolidin-3-yl)urea